2-(4-(Trifluoromethyl)phenyl)oxazole-4-carboxylic acid FC(C1=CC=C(C=C1)C=1OC=C(N1)C(=O)O)(F)F